[di(fluoranthenyl)]Biphenyl C1(=CC=C2C=CC=C3C4=CC=CC=C4C1=C23)C2=CC=C(C=C2)C2=CC=C(C=C2)C2=CC=C3C=CC=C1C4=CC=CC=C4C2=C31